OC1=C(C=CC=C1O)P1(OC2=CC=CC=C2C=2C=CC=CC12)=O 10-(2,3-dihydroxyphenyl)-10H-9-oxa-10-phosphaphenanthrene-10-oxide